FC=1C=C(C=CC1F)[C@H](C)N (S)-1-(3,4-difluorophenyl)ethane-1-amine